FC=1C=C(C=CC1)[C@@H]1N(CCC1)C=1C=CC=2N(N1)C(=CN2)C2=CC=CC(=N2)N2CC(C2)NC(OC(C)(C)C)=O tert-butyl (R)-(1-(6-(6-(2-(3-fluorophenyl)pyrrolidin-1-yl)imidazo[1,2-b]pyridazin-3-yl)pyridin-2-yl)azetidin-3-yl)carbamate